C(=O)=C1CCC=2C(=CC=CC12)C#N 1-carbonyl-2,3-dihydro-1H-indene-4-carbonitrile